N-(5-((6-((R)-3-(3-chlorophenyl)isoxazolidine-2-yl)pyrimidine-4-yl)amino)-2-(4-(dimethylamino)-[1,4'-bipiperidine]-1'-yl)-4-methoxyphenyl)acrylamide ClC=1C=C(C=CC1)[C@@H]1N(OCC1)C1=CC(=NC=N1)NC=1C(=CC(=C(C1)NC(C=C)=O)N1CCC(CC1)N1CCC(CC1)N(C)C)OC